CNCCS(=O)(=O)O 2-(methylamino)ethane-1-sulfonic acid